4-(7-bromo-6-chloro-quinazolin-4-yl)-4-cyano-piperidine-1-carboxylic acid tert-butyl ester C(C)(C)(C)OC(=O)N1CCC(CC1)(C#N)C1=NC=NC2=CC(=C(C=C12)Cl)Br